BrC=1C=CC(=C(C1)C1=C(C(N(N1C(=O)OC(C)(C)C)C)=O)C1CCOCC1)[N+](=O)[O-] tert-butyl 5-(5-bromo-2-nitrophenyl)-2-methyl-3-oxo-4-(tetrahydro-2H-pyran-4-yl)-2,3-dihydro-1H-pyrazole-1-carboxylate